ClC1=NC=NC2=CC=C(C=C12)Cl 4,6-dichloroquinazoline